(R)-2-(2-(chloromethyl)allyl)-4-methylenepyrrolidine-2-carboxylic acid methyl ester COC(=O)[C@]1(NCC(C1)=C)CC(=C)CCl